3-(1-methyl-4-(5-(pyridin-4-yl)-4H-1,2,4-triazol-3-yl)piperidin-4-ylamino)benzamide dihydrochloride Cl.Cl.CN1CCC(CC1)(C1=NN=C(N1)C1=CC=NC=C1)NC=1C=C(C(=O)N)C=CC1